C(C=C)C=1C=C(C(=C(C1)O)O)O 5-(2-Propen-1-yl)-1,2,3-benzenetriol